Tert-butyl (6-(1-hydroxy-2-methyl-2-(pyridin-2-yl)propyl)pyridin-3-yl)carbamate OC(C(C)(C1=NC=CC=C1)C)C1=CC=C(C=N1)NC(OC(C)(C)C)=O